trans-2,6-dimethyl-1-aminoindan C[C@H]1[C@@H](C2=CC(=CC=C2C1)C)N